C(C)C1CN(CCN1)C1=CC=C(N=N1)C1=NC=C(C=C1O)C=1C=NNC1 2-[6-(3-ethylpiperazin-1-yl)pyridazin-3-yl]-5-(1H-pyrazol-4-yl)pyridin-3-ol